COC(=O)C(CC1(C2=CC=CC=C2C=2C=CC=CC12)CC(C)C(=O)OC)C 9,9-bis(2-methoxycarbonylpropyl)fluorene